N-(5-bromo-2-chloro-4-methyl-3-pyridyl)acetamide BrC=1C(=C(C(=NC1)Cl)NC(C)=O)C